N-{[2,5-dioxo-4-(1,3-thiazol-4-yl)imidazolidin-4-yl]methyl}-2-[6-(trifluoromethyl)pyridin-3-yl]benzamide O=C1NC(C(N1)(C=1N=CSC1)CNC(C1=C(C=CC=C1)C=1C=NC(=CC1)C(F)(F)F)=O)=O